10-hydroxyhexadecanoic acid OC(CCCCCCCCC(=O)O)CCCCCC